5-(4-(t-butoxycarbonyl)piperazin-1-yl)picolinic acid C(C)(C)(C)OC(=O)N1CCN(CC1)C=1C=CC(=NC1)C(=O)O